1-ethyl-Carbodiimide C(C)N=C=N